O(CCN(C(O)=O)C1=CC=CC=C1)CCN(C(O)=O)C1=CC=CC=C1.C1(CCCCCCCCC1)CO.C1(CCCCCCCCC1)CO.C1(CCCCCCCCC1)CO tricyclodecanemethanol oxybis(2,1-ethanediyl)bis(phenylcarbamate)